ICC(=CC)I 1,2-diiodo-2-butene